(E)-fluorenylmethoxycarbonyl-L-isoleucine-4-oxo-4-phenyl-2-buten-2-yl ester O=C(C=C(C)OC([C@@H](NC(=O)OCC1=CC=CC=2C3=CC=CC=C3CC12)[C@@H](C)CC)=O)C1=CC=CC=C1